(3aR,5aS,9aS,9bR)-decahydro-3a,6,6,9a-tetramethyl-naphtho-[2,1-b]furan-2(1H)-one C[C@]12OC(C[C@@H]1[C@]1(CCCC([C@@H]1CC2)(C)C)C)=O